titanium tetrastearate C(CCCCCCCCCCCCCCCCC)(=O)[O-].C(CCCCCCCCCCCCCCCCC)(=O)[O-].C(CCCCCCCCCCCCCCCCC)(=O)[O-].C(CCCCCCCCCCCCCCCCC)(=O)[O-].[Ti+4]